FC(OC1=C(C=C(C=C1)OC=1C=NN(C1)CC1(CN(C1)C(C)C)O)C1=NN(C=C1NC(=O)C=1C=NN2C1N=CC=C2)C)F N-[3-[2-(difluoromethoxy)-5-[1-[(3-hydroxy-1-isopropyl-azetidin-3-yl)methyl]pyrazol-4-yl]oxy-phenyl]-1-methyl-pyrazol-4-yl]pyrazolo[1,5-a]pyrimidine-3-carboxamide